[Cu].[Au]=S gold sulfide copper